N-[3-[(2,3-dihydroxypropyl)(3-butoxypropyl)amino]propyl]isostearamide OC(CN(CCCNC(CCCCCCCCCCCCCCC(C)C)=O)CCCOCCCC)CO